C(CCCCCCCCCCC)CC(=O)[O-].[NH4+] ammonium laurylacetate